C(=O)(OC(C)(C)C)NC(CCN1CCOCC1)=O (R)-N-Boc-3-morpholinopropionamide